C(=C)C(=O)[O-] vinyl-carboxylate